IC=1N(C2=CC=CC(=C2C1)NC(=O)N1CCN(CC1)C)CC(F)(F)F N-[2-iodo-1-(2,2,2-trifluoroethyl)indol-4-yl]-4-methyl-piperazine-1-carboxamide